1-(6-[3-methyl-3,8-diazabicyclo[3.2.1]oct-8-yl]pyridin-2-yl)methylamine CN1CC2CCC(C1)N2C2=CC=CC(=N2)CN